3-Cyano-N-(3,3-difluorocyclobutyl)-5-(methoxymethyl)-2-methyl-pyrazolo[1,5-a]pyrimidine-7-carboxamide C(#N)C=1C(=NN2C1N=C(C=C2C(=O)NC2CC(C2)(F)F)COC)C